3-methyl-1,5-pentylene isophthalate C1(C2=CC(C(=O)OCCC(CCO1)C)=CC=C2)=O